7-(4-chlorobenzyl)-3-ethyl-8-(2-fluorophenoxy)-1-(3-hydroxypropyl)-1H-purine-2,6(3H,7H)-dione ClC1=CC=C(CN2C(=NC=3N(C(N(C(C23)=O)CCCO)=O)CC)OC2=C(C=CC=C2)F)C=C1